ClC1=CC=C(C(=N1)N1N=C(C=C1C)OC(F)F)C1CC1 6-chloro-3-cyclopropyl-2-[3-(difluoromethoxy)-5-methyl-pyrazol-1-yl]pyridine